O1C(=NC2=C1C=CC=C2)NC2=NC1=C(N2C)C=CC(=C1)C(=O)NCCOCCO 2-[(1,3-benzoxazol-2-yl)amino]-N-[2-(2-hydroxyethoxy)ethyl]-1-methyl-1H-1,3-benzodiazole-5-carboxamide